decamethylenedi-amine NCCCCCCCCCCN